(3as,5s,6ar)-5-((3-fluoropyridin-2-yl)oxy)-2-(4-hydroxyphenylethyl)hexahydrocyclopenta[c]pyrrol FC=1C(=NC=CC1)OC1C[C@H]2[C@H](CN(C2)CCC2=CC=C(C=C2)O)C1